BrC1=CC=C(C=C1)N1CCN(CC1)C1=NC2=C(N1)C=C(C=C2)C#N 2-(4-(4-bromophenyl)piperazin-1-yl)-1H-benzo[d]imidazole-6-carbonitrile